CN1N=CC(=C1C(C)OC=1C(=NC=C(C1)B1OC(C(O1)(C)C)(C)C)N)C 3-[1-(1,4-dimethyl-1H-pyrazol-5-yl)ethoxy]-5-(4,4,5,5-tetramethyl-1,3,2-dioxaborolan-2-yl)pyridin-2-amine